C1(=CC=CC=C1)SC1=CC(=C(CC(N)C)C=C1OC)OC 4-phenylthio-2,5-dimethoxy-amphetamine